C(#N)C=1C=C(C=NC1N1N=CC=N1)N1N=CC(=C1C(F)(F)F)C(=O)N (5-cyano-6-(2H-1,2,3-triazol-2-yl)pyridin-3-yl)-5-(trifluoromethyl)-1H-pyrazole-4-carboxamide